C(C)(CC)N[SiH2]NC(C)CC bis-sec-butylaminosilane